4-(1-phenyl-2-propenyloxy)benzaldehyde C1(=CC=CC=C1)C(C=C)OC1=CC=C(C=O)C=C1